C(=O)O.CN([C@@]1(CN(CCC1)C1=CC(=C(C=C1)S(=O)(=O)NC1=NC=NC=C1)F)CCC1=CC(=CC=C1)C(F)(F)F)C (S)-4-(3-(Dimethylamino)-3-(3-(trifluoromethyl)phenethyl)-piperidin-1-yl)-2-fluoro-N-(pyrimidin-4-yl)benzenesulfonamide formate